CC=1NC=CC1[N+](=O)[O-] 2-methyl-3-nitro-1H-pyrrole